C(C1=CC=CC=C1)N1CCC(CC1)NC(CCC(=O)NNC=1N=NC(=CC1)Cl)=O N-(1-benzylpiperidin-4-yl)-3-[N'-(6-chloropyridazin-3-yl)hydrazinecarbonyl]propanamide